OC=1C=C(C=CC1O)[C@H]1OC=2C(C[C@H]1O)=C(C=C(C2[C@H]2[C@@H]([C@H](OC1=C2C(=CC(=C1)O)O)C1=CC(=C(C=C1)O)O)O)O)O (2R,3R)-2-(3,4-dihydroxyphenyl)-8-[(2R,3S,4S)-2-(3,4-dihydroxyphenyl)-3,5,7-trihydroxy-3,4-dihydro-2H-benzopyran-4-yl]-3,4-dihydro-2H-benzopyran-3,5,7-triol